ClC=1N=NC(=C(C1CCCN[C@H]1CN(CCC1)C(=O)OC(C)(C)C)C)Cl tert-butyl (3R)-3-{[3-(3,6-dichloro-5-methylpyridazin-4-yl)propyl]amino}piperidine-1-carboxylate